C(C)[Si](OC(C(C1=CC=CC=C1)(C1=CC=CC=C1)O[Si](CC)(CC)CC)(C1=CC=CC=C1)C1=CC=CC=C1)(CC)CC 1,2-bis(triethylsiloxy)-1,1,2,2-tetraphenylethane